3-methoxy-1H-indazol-5-amine COC1=NNC2=CC=C(C=C12)N